N[C@@H]1[C@@H](CN(CC1)C1=NN2C(S1)=NC=C2C2=C(C=C(C=C2)F)OC)O (3R,4S)-4-amino-1-(5-(4-fluoro-2-methoxyphenyl)imidazo[2,1-b][1,3,4]thiadiazol-2-yl)piperidin-3-ol